3-(4-benzofuran-2-yl-phenyl)-9H-carbazole O1C(=CC2=C1C=CC=C2)C2=CC=C(C=C2)C=2C=CC=1NC3=CC=CC=C3C1C2